C12CN(CC2C1)C1=CC=C(C(=N1)C)CN1C=C(C2=CC(=CC=C12)C(=O)O)C(N[C@@H]1CCC=2C1=NNC2C)=O 1-[(6-{3-Azabicyclo[3.1.0]hex-3-yl}-2-methylpyridin-3-yl)methyl]-3-{[(6R)-3-methyl-2H,4H,5H,6H-cyclopenta[c]pyrazol-6-yl]carbamoyl}-1H-indole-5-carboxylic acid